6-(5-methyl-1,3,4-oxadiazol-2-yl)-N-(4-(2-methylpyridin-4-yl)benzyl)-2,7-naphthyridin-1-amine CC1=NN=C(O1)C=1C=C2C=CN=C(C2=CN1)NCC1=CC=C(C=C1)C1=CC(=NC=C1)C